divinylplatinum C(=C)[Pt]C=C